CN(S(=O)(=O)C1=C(C(=O)N)C(=C(C(=C1F)F)F)F)C (N,N-dimethylsulfamoyl)-3,4,5,6-tetrafluorobenzamide